2-(4-chlorophenyl)-N,N-dimethylaminosulfonyl-ethane ClC1=CC=C(C=C1)CCS(=O)(=O)N(C)C